N-((1S,3S)-3-(4-(chloromethyl)oxazol-2-yl)-3-((((1s,4R)-4-(6-hydroxypyridin-2-yl)cyclohexyl)oxy)methyl)cyclopentyl)methanesulfonamide ClCC=1N=C(OC1)[C@@]1(C[C@H](CC1)NS(=O)(=O)C)COC1CCC(CC1)C1=NC(=CC=C1)O